N1=CC=C(C=C1)NC1=NC=C(C=N1)C(=O)O 2-(pyridin-4-ylamino)pyrimidine-5-carboxylic acid